(N-[4-amino-5-[4-[2-(4-fluoroanilino)-2-oxo-ethoxy]benzoyl]thiazol-2-yl]-4-fluoro-anilino)propanamide NC=1N=C(SC1C(C1=CC=C(C=C1)OCC(=O)NC1=CC=C(C=C1)F)=O)N(C1=CC=C(C=C1)F)C(C(=O)N)C